ClC=1C(=NC(=NC1)C(=O)N[C@@H]1C(N(C2=C(OC1)C=C(C=N2)F)C)=O)C=2C=C(C=CC2)C (S)-5-chloro-N-(8-fluoro-5-methyl-4-oxo-2,3,4,5-tetrahydropyrido[3,2-b]-[1,4]oxazepin-3-yl)-4-(m-tolyl)-pyrimidine-2-carboxamide